C1C(CC2=CC=CC=C12)NC(=O)C1=CC(=CC(=N1)NC(OC(C)(C)C)=O)NC1=C(C=CC=C1)F Tert-butyl (6-((2,3-dihydro-1H-inden-2-yl)carbamoyl)-4-((2-fluorophenyl)amino)pyridin-2-yl)carbamate